N1C=CC=2C1=NC=C(C2)OC=2C=C(C=CC2C(=O)NS(=O)(=O)C2=CC(=C(C=C2)NCC2CCOCC2)[N+](=O)[O-])C2=CC=C(C=C2)N2C(CCC2)C2=C(C=CC=C2)CC 3-((1H-pyrrolo[2,3-b]pyridin-5-yl)oxy)-4'-(2-(2-ethylphenyl)pyrrolidin-1-yl)-N-((3-nitro-4-(((tetrahydro-2H-pyran-4-yl)methyl)amino)phenyl)sulfonyl)-[1,1'-biphenyl]-4-carboxamide